methacrylic acid 2-hydroxy-3-acryloxypropyl ester OC(COC(C(=C)C)=O)COC(C=C)=O